3-amino-4-(4-amino-5-hydrazino-1,2,4-triazol-3-yl)furazan tert-butyl-2-(aminooxy)-3-(4-bromophenoxy)-2-methylpropionate C(C)(C)(C)OC(C(COC1=CC=C(C=C1)Br)(C)ON)=O.NC1=NON=C1C1=NN=C(N1N)NN